C(C)OC=1C=C(C=CC1C=1NC(C2=C(N1)NN=N2)=O)C2=CC(=CC=C2)CC(C(=O)O)C 3-(3'-ethoxy-4'-(7-oxo-6,7-dihydro-3H-[1,2,3]triazolo[4,5-d]pyrimidin-5-yl)-[1,1'-biphenyl]-3-yl)-2-methylpropanoic acid